FC=1C=NC=C(C1C1CCC(CC1)C1=CC=2C(=NC(=CN2)C)NC1=O)C 7-((1r,4r)-4-(3-fluoro-5-methylpyridin-4-yl)cyclohexyl)-3-methylpyrido[2,3-b]pyrazin-6(5H)-one